5-(4-(((2-fluorophenyl)amino)methyl)-2-(6-methylpyridin-2-yl)-1H-imidazol-1-yl)-1H-indazol FC1=C(C=CC=C1)NCC=1N=C(N(C1)C=1C=C2C=NNC2=CC1)C1=NC(=CC=C1)C